2-(3,4-Epoxycyclohexyl)propyltriethoxysilan C1(CC2C(CC1)O2)C(C[Si](OCC)(OCC)OCC)C